N,N'-bis(acrylamidomethylene)urea C(C=C)(=O)NC=NC(=O)N=CNC(C=C)=O